FC(C(=O)N[C@@H]1[C@H](N(C(C1)=O)C=1C=C2C=NN(C2=CC1)CC=1C=NC(=CC1)OC)C1=CC=CC=C1)(C)F |r| 2,2-difluoro-N-[rac-(2R,3S)-1-[1-[(6-methoxy-3-pyridyl)methyl]indazol-5-yl]-5-oxo-2-phenyl-pyrrolidin-3-yl]propanamide